NC1=NC=CC=C1C1=NC=2C(=NC(=CC2)C2=CC=CC=C2)N1C1=CC=C(C=C1)CNC(CC1=C(C(=C(C=C1)C=O)O)F)=O N-({4-[2-(2-aminopyridin-3-yl)-5-phenylimidazo[4,5-b]pyridin-3-yl]phenyl}methyl)-2-(2-fluoro-4-formyl-3-hydroxyphenyl)acetamide